ClC=1C=C(C=CC1)CC(=O)NC1=C(C=C(C=C1C)N1CCOCC1)C 2-(3-Chloro-phenyl)-N-(2,6-dimethyl-4-morpholin-4-yl-phenyl)-acetamide